CC(C(=O)OCC)(C)NCC1(CCC2(OCCO2)CC1)C ethyl 2-methyl-2-(((8-methyl-1,4-dioxaspiro[4.5]decan-8-yl)methyl)amino)propanoate